2-(2-(2-(3-cyclopropyl-5-sulfamoylphenethyloxy)pyridin-4-yl)-4-fluoro-6-isopropyl-phenyl)acetic acid C1(CC1)C=1C=C(CCOC2=NC=CC(=C2)C2=C(C(=CC(=C2)F)C(C)C)CC(=O)O)C=C(C1)S(N)(=O)=O